Cis-N-(3-aminopropyl)-4-[[2-chloro-6-[4-[4-[(4R)-4-amino-2-oxo-pyrrolidin-1-yl]phenyl]sulfonylpiperazin-1-yl]-4-pyridyl]-difluoro-methyl]cyclohexanecarboxamide NCCCNC(=O)[C@@H]1CC[C@@H](CC1)C(F)(F)C1=CC(=NC(=C1)N1CCN(CC1)S(=O)(=O)C1=CC=C(C=C1)N1C(C[C@H](C1)N)=O)Cl